N-(trans-4-(hydroxymethyl)cyclohexyl)-8-(2-(2,2,2-trifluoroethoxy)phenyl)imidazo[1,2-a]pyridine-2-carboxamide OC[C@@H]1CC[C@H](CC1)NC(=O)C=1N=C2N(C=CC=C2C2=C(C=CC=C2)OCC(F)(F)F)C1